F[Sb-](F)(F)(F)(F)F.C(C=C)N1C(N(C=C1)C)C 1-allyl-2,3-dimethyl-imidazole hexafluoroantimonate